4-(3-(3-fluoro-4-(2-methoxy-2-oxoethyl)phenoxy)propyl)piperidine-1-carboxylic acid tert-butyl ester C(C)(C)(C)OC(=O)N1CCC(CC1)CCCOC1=CC(=C(C=C1)CC(=O)OC)F